C[C@H]1O[C@H](CC(C1)C#CC1=NC=CC(=N1)C1=CN(C2=CN=CC=C21)C2CCOCC2)C 3-(2-(((2R,6S)-2,6-dimethyltetrahydro-2H-pyran-4-yl)ethynyl)pyrimidin-4-yl)-1-(tetrahydro-2H-pyran-4-yl)-1H-pyrrolo[2,3-c]pyridine